ClC1=C(C=C(C(=C1)F)C1=NC=C(C=C1F)C(F)(F)F)C1=NOC(C1)(C(=O)OCC)C Ethyl 3-[2-chloro-4-fluoro-5-[3-fluoro-5-(trifluoromethyl)-2-pyridyl]-phenyl]-5-methyl-4H-isoxazole-5-carboxylate